C(C)(C)C1=CC(=NN1)C(=O)N1CC(C1)NC(=O)C1CC1 N-(1-(5-Isopropyl-1H-pyrazole-3-carbonyl)azetidin-3-yl)cyclopropanecarboxamide